5-(2-propylphenyl)penta-2,4-dienoic acid ethyl ester C(C)OC(C=CC=CC1=C(C=CC=C1)CCC)=O